5-O-β-D-Glucopyranosyl-D-xylitol [C@@H]1([C@H](O)[C@@H](O)[C@H](O)[C@H](O1)CO)OC[C@H]([C@@H]([C@H](CO)O)O)O